C(C)C(CC)C(CC(C(CC)CC)=O)=O 3,7-diethyl-nonane-4,6-dione